C[C@@H]1CN(CCN1)[C@H]1CC[C@H](CC1)N1C=C(C2=C1N=CN=C2N)C2=CC=C(C=C2)OC2=CC=CC=C2 7-((cis)-4-((R)-3-methylpiperazin-1-yl)cyclohexyl)-5-(4-phenoxyphenyl)-7H-pyrrolo[2,3-d]pyrimidin-4-amine